tert-butyl (S)-9-(4-cyano-2-fluorophenyl)-7,10-dioxo-6-(4-(trifluoromethyl) benzyl)-2,6,9-triazaspiro[4.5]decane-2-carboxylate C(#N)C1=CC(=C(C=C1)N1CC(N([C@]2(CCN(C2)C(=O)OC(C)(C)C)C1=O)CC1=CC=C(C=C1)C(F)(F)F)=O)F